NC=1C=C(C=C2C=C(N=CC12)NC(=O)NC(C)C)C=1C=NN(C1)C 1-[8-amino-6-(1-methylpyrazol-4-yl)-3-isoquinolinyl]3-isopropyl-urea